1,3-difluoropropene FC=CCF